[Te].[Co] cobalt-tellurium